2-((3-(4-(pyridazin-3-yloxy)phenyl)-1,2,4-oxadiazol-5-yl)methyl)acrylic acid N1=NC(=CC=C1)OC1=CC=C(C=C1)C1=NOC(=N1)CC(C(=O)O)=C